C(C)(=O)OCCOC(C)=O ethylene glycol acetate acetate